(3S)-tert-butyl 4-(7-(2-amino-6-fluorophenyl)-6-chloro-1-(2-isopropyl-6-vinylphenyl)-2-oxo-1,2-dihydropyrido[2,3-d]pyrimidin-4-yl)-3-methylpiperazine-1-carboxylate NC1=C(C(=CC=C1)F)C=1C(=CC2=C(N(C(N=C2N2[C@H](CN(CC2)C(=O)OC(C)(C)C)C)=O)C2=C(C=CC=C2C=C)C(C)C)N1)Cl